COC1=CC=C(C=C1)N1CN(CC1CCCCC)C1=CC=CC=C1 3-(4-methoxyphenyl)-1-phenyl-4-(amyl)imidazolidine